N-{1-[1-(4-Fluorophenyl)-5-methyl-1H-pyrazol-4-ylmethyl]-2,3-dihydro-1H-indol-5-yl}-3,3-dimethylbutyramide FC1=CC=C(C=C1)N1N=CC(=C1C)CN1CCC2=CC(=CC=C12)NC(CC(C)(C)C)=O